4-(3-(((2',3-dimethyl-[2,4'-bipyridin]-5-yl)methyl)amino)-[1,2,4]triazolo[4,3-c]pyrimidin-7-yl)piperazin-2-one CC1=NC=CC(=C1)C1=NC=C(C=C1C)CNC1=NN=C2N1C=NC(=C2)N2CC(NCC2)=O